(2R)-2-(4-fluorophenyl)-2-methyl-1H,2H,3H-pyrrolo[2,3-b]pyridine-5-carboxylic acid hydrochloride Cl.FC1=CC=C(C=C1)[C@]1(CC=2C(=NC=C(C2)C(=O)O)N1)C